5-[3-(5-chloropyridin-2-yl)pyrrolidine-1-carbonyl]-6-methyl-N-(1-methylcyclopropyl)furo[2,3-d]pyrimidin-4-amine ClC=1C=CC(=NC1)C1CN(CC1)C(=O)C1=C(OC=2N=CN=C(C21)NC2(CC2)C)C